BrC=1C=C(C=C2C(N(C(S2)=NN=C2C(NC3=CC=C(C=C23)Br)=O)C2=CC(=CC=C2)C(C)C)=O)C=CC1 3-(2-(5-(3-bromobenzylidene)-3-(3-isopropylphenyl)-4-oxothiazolidine-2-ylidene)hydrazono)-5-bromoindol-2-one